1-[6-(3-fluoro-4-piperidyl)-1-methyl-indazol-3-yl]hexahydropyrimidine-2,4-dione hydrochloride Cl.FC1CNCCC1C1=CC=C2C(=NN(C2=C1)C)N1C(NC(CC1)=O)=O